BrC=1C=CC(=C(C1)CNC)C 1-(5-bromo-2-methylphenyl)-N-methylmethanamine